tert-butyl (1-acetylpiperidin-4-yl)((6-(2-chloro-3-(3-chloro-2-(8-methoxy-2-(morpholinomethyl)imidazo[1,2-a]pyridin-6-yl)pyridin-4-yl)phenyl)-2-methoxypyridin-3-yl)methyl)carbamate C(C)(=O)N1CCC(CC1)N(C(OC(C)(C)C)=O)CC=1C(=NC(=CC1)C1=C(C(=CC=C1)C1=C(C(=NC=C1)C=1C=C(C=2N(C1)C=C(N2)CN2CCOCC2)OC)Cl)Cl)OC